NC1CN(C1)C(=O)OC1CC(C1)NC(=O)OC(C)(C)C (1s,3s)-3-[(tert-butoxycarbonyl)amino]cyclobutyl 3-aminoazetidine-1-carboxylate